1-(2-(benzylamino)-2-oxoethyl)-1-(2-((2-methyl-4-(morpholine-4-carbonyl)thiophen-3-yl)amino)-2-oxoethyl)azepan-1-ium C(C1=CC=CC=C1)NC(C[N+]1(CCCCCC1)CC(=O)NC1=C(SC=C1C(=O)N1CCOCC1)C)=O